4-(pyridin-2-yldisulfanyl)-2-sulfo-butyrate N1=C(C=CC=C1)SSCCC(C(=O)[O-])S(=O)(=O)O